(2R)-2-amino-3-[3-(trifluoromethyl)phenyl]propanoic acid N[C@@H](C(=O)O)CC1=CC(=CC=C1)C(F)(F)F